5-(methylsulfonyl)pyrazin-2-amine CS(=O)(=O)C=1N=CC(=NC1)N